[Si](C)(C)(C(C)(C)C)OC=1C=C(NC)C=CC1 3-[tert-butyl(dimethyl)silyl]oxy-N-methyl-aniline